ClC=1C(=NC=CC1)O[C@@H]1CN(CC1)C1=C(C=C(C=C1)OC1=C(C=CC=C1)CC)CCO (S)-2-(2-(3-(3-chloropyridin-2-yloxy)pyrrolidin-1-yl)-5-(2-ethylphenoxy)phenyl)ethanol